ClC=1N=C(SC1C1=CC(=C2C=CC=NC2=C1)C1(CC1)NC(=O)C=1C=C(OC[C@H]2N(CC2)C(=O)OC(C)(C)C)C=CC1C)C tert-butyl (s)-2-((3-((1-(7-(4-chloro-2-methylthiazol-5-yl)quinolin-5-yl) cyclopropyl)carbamoyl)-4-methylphenoxy)methyl)azetidine-1-carboxylate